3-bromo-1-p-methylbenzenesulfonyl-1H-pyrrole BrC1=CN(C=C1)S(=O)(=O)C1=CC=C(C=C1)C